1-(6-{[2-(5-hydroxy-1-methylpyrazol-4-yl)pyrimidin-4-yl]amino}-1-[(2S)-4-hydroxybut-2-yl]pyrazolo[4,3-C]pyridin-3-yl)-4-(methyl)piperidin-3-one OC1=C(C=NN1C)C1=NC=CC(=N1)NC1=CC2=C(C=N1)C(=NN2[C@@H](C)CCO)N2CC(C(CC2)C)=O